BrC1=NN(C(=N1)C(C)N)C1=NC=CC=N1 1-[3-bromo-1-(pyrimidin-2-yl)-1H-1,2,4-triazol-5-yl]ethylamine